Sodium benzalsulfinate C(C1=CC=CC=C1)=S(=O)[O-].[Na+]